amino-4,4-difluorohexanoic acid methyl ester COC(C(CC(CC)(F)F)N)=O